FC1=C(C(=NC=C1)C(=O)O)O 4-fluoro-3-hydroxypicolinic acid